1-ethyl-2-oxabicyclo[2.2.1]heptane-4-carboxylic acid C(C)C12OCC(CC1)(C2)C(=O)O